N-([1,1'-Biphenyl]-4-ylmethyl)-4-methoxy-6-(1H-pyrazol-1-yl)nicotinamide C1(=CC=C(C=C1)CNC(C1=CN=C(C=C1OC)N1N=CC=C1)=O)C1=CC=CC=C1